Cl.C(C1=CC=CC=C1)NC([C@H](C)N1C(C(CC1=O)N(C)C)=O)=O (2S)-N-benzyl-2-(3-(dimethylamino)-2,5-dioxopyrrolidin-1-yl)propanamide hydrochloride